1-(5-Bromo-2-hydroxy-phenyl)-2-(3-fluoro-phenyl)ethanone BrC=1C=CC(=C(C1)C(CC1=CC(=CC=C1)F)=O)O